imidazo[1,2-a]-pyridine-6-carbonitrile N=1C=CN2C1C=CC(=C2)C#N